OC1=NC=C(C(=C1)O)C 2,4-dihydroxy-5-methylpyridine